[1-[[[4-[tert-butoxycarbonyl(prop-2-ynyl)amino]-3-methoxy-benzoyl] amino]methyl]-2-methoxy-ethyl] 2-methylpropanoate CC(C(=O)OC(COC)CNC(C1=CC(=C(C=C1)N(CC#C)C(=O)OC(C)(C)C)OC)=O)C